1,2,3,4-butanetetracarboxylic acid tetra(2-n-butylcyclohexylamide) C(CCC)C1C(CCCC1)NC(=O)CC(C(CC(=O)NC1C(CCCC1)CCCC)C(=O)NC1C(CCCC1)CCCC)C(=O)NC1C(CCCC1)CCCC